methyl (1H-benzimidazol-2-yl)carbamate N1C(=NC2=C1C=CC=C2)NC(OC)=O